3-{4-[4-(3-chlorophenyl)-4-cyanopiperidine-1-sulfonyl]phenyl}-1-(pyridin-3-ylmethyl)urea ClC=1C=C(C=CC1)C1(CCN(CC1)S(=O)(=O)C1=CC=C(C=C1)NC(NCC=1C=NC=CC1)=O)C#N